5-[4-[(5-fluoro-2-methoxy-3-oxo-4H-quinoxalin-6-yl)methyl]Piperazin-1-yl]-N,6-dimethyl-pyridine-2-carboxamide FC1=C2NC(C(=NC2=CC=C1CN1CCN(CC1)C=1C=CC(=NC1C)C(=O)NC)OC)=O